CS(=O)(=O)OC1COC2(C1)CCN(CC2)C(=O)OCC2=CC=CC=C2 Benzyl 3-((methylsulfonyl) oxy)-1-oxa-8-azaspiro[4.5]decane-8-carboxylate